1-(3-chloro-5-fluoro-2-hydroxyphenyl)ethanone Nickel-Cobalt-manganese [Mn].[Co].[Ni].ClC=1C(=C(C=C(C1)F)C(C)=O)O